N-(4-chloro-3-cyano-2-cyclopropyl-7-ethoxyquinolin-6-yl)acetamide ClC1=C(C(=NC2=CC(=C(C=C12)NC(C)=O)OCC)C1CC1)C#N